FC=1C=C(CCC2=C(C(NC=N2)=O)O)C=CC1\C=C\C1=CC=C(C=C1)CN1CCOCC1 (E)-6-(3-fluoro-4-(4-(morpholinomethyl)styryl)phenethyl)-5-hydroxypyrimidin-4(3H)-one